3-amino-1-cyclopropyl-pyridin-2-one HCl salt Cl.NC=1C(N(C=CC1)C1CC1)=O